4-(2-cyclopropylethyl)-2-(trifluoromethyl)quinazolin-5-ol C1(CC1)CCC1=NC(=NC=2C=CC=C(C12)O)C(F)(F)F